ethylenebis(behenamide) C(CCCCCCCCCCCCCCCCCCCCCCC(=O)N)CCCCCCCCCCCCCCCCCCCCCC(=O)N